3-(3-chloro-2-ethylanilino)-2-(3-{[2-methyloxetan-2-yl]methoxy}pyridin-4-yl)-1,5,6,7-tetrahydro-4H-pyrrolo[3,2-c]pyridin-4-one ClC=1C(=C(NC2=C(NC3=C2C(NCC3)=O)C3=C(C=NC=C3)OCC3(OCC3)C)C=CC1)CC